(2S,3S,4S,5R,6S)-3,4,5-trihydroxy-6-(((4aR,10aR)-7-methoxy-1-propyl-1,2,3,4,4a,5,10,10a-octahydrobenzo[g]quinolin-6-yl)oxy)tetrahydro-2H-pyran-2-carboxylic acid O[C@@H]1[C@H](O[C@H]([C@@H]([C@H]1O)O)OC1=C(C=CC2=C1C[C@H]1CCCN([C@@H]1C2)CCC)OC)C(=O)O